(E)-1-(1H-indol-3-yl)-5-methyl-hex-3-en-2-one N1C=C(C2=CC=CC=C12)CC(\C=C\C(C)C)=O